COC1=NC=CC=C1CN1C(C2=CC=C(C=C2C=N1)S(=O)(=O)C1=CC=CC=C1)=O 2-((2-methoxypyridin-3-yl)methyl)-6-(phenylsulfonyl)phthalazin-1(2H)-one